OCCN1CCN(CC1)CCNC=C1C(CC(CC1=O)C1=CC=C(C=C1)OCCOC1=CC=NC=C1)=O 2-(((2-(4-(2-hydroxyethyl)piperazin-1-yl)ethyl)amino)methylene)-5-(4-(2-(pyridin-4-yloxy)ethoxy)phenyl)cyclohexane-1,3-dione